normal butylacrylate C(CCC)OC(C=C)=O